2',5'-dimethyl-terphenyl-4,4'-dicarboxaldehyde CC1(C(=CC(=C(C1)C=O)C)C1=CC=C(C=C1)C=O)C1=CC=CC=C1